ClC=1C=C(C=C2C(=C(C=NC12)C#N)NCC(C)(C)C)N[C@H](C=1N=NN(C1)C1(COC1)C)C1=C2C=CN(C(C2=CC=C1)=O)C (S)-8-chloro-6-(((2-methyl-1-oxo-1,2-dihydroisoquinolin-5-yl)(1-(3-methyloxetan-3-yl)-1H-1,2,3-triazol-4-yl)methyl)amino)-4-(neopentylamino)quinoline-3-carbonitrile